FC=1C(=C(C=CC1F)[C@H]1[C@@H](O[C@]([C@H]1C)(C)C(F)F)C(=O)NC1=CC(=NC=C1)C(=O)N)OC (2R,3S,4S,5S)-4-[[3-(3,4-difluoro-2-methoxy-phenyl)-5-(difluoromethyl)-4,5-dimethyl-tetrahydrofuran-2-carbonyl]amino]pyridine-2-carboxamide